BrC1=C(C(=CC=C1)F)C(=O)NC=1C=C(C2=C(NC(=N2)N(C)C)C1)C(=O)NC1=C(C(=CC=C1)Cl)C 6-{[(2-Bromo-6-fluorophenyl)carbonyl]amino}-N-(3-chloro-2-methylphenyl)-2-(dimethylamino)-1H-benzimidazole-4-carboxamide